C[C@H]([C@@H](C)O)O The molecule is the (R,R) diastereoisomer of butane-2,3-diol. It has a role as a Saccharomyces cerevisiae metabolite. It is an enantiomer of a (S,S)-butane-2,3-diol.